NC=1C=C(C=C2C=C(N=CC12)NC(=O)[C@H]1[C@@H](C1)F)C=1C(N(C=CC1C)C)=O |r| (±)-trans-N-[8-amino-6-(1,4-dimethyl-2-oxo-3-pyridyl)-3-isoquinolyl]-2-fluoro-cyclopropanecarboxamide